OC(CCl)O bis-hydroxyethyl chloride